N[C@@H]1CC[C@H](OC1)C(=O)N1CCC2(C[C@@H]2C#CC2=C3CN(C(C3=CC=C2)=O)C2C(NC(CC2)=O)=O)CC1 3-(4-{2-[(1S)-6-[(2S,5R)-5-aminooxane-2-carbonyl]-6-azaspiro[2.5]octan-1-yl]ethynyl}-1-oxo-3H-isoindol-2-yl)piperidine-2,6-dione